4-amino-2-(2-methoxyethyl)-2H-pyrazolo[4,3-c]quinoline-8-carboxylic acid NC1=NC=2C=CC(=CC2C=2C1=CN(N2)CCOC)C(=O)O